4-(4-((4-(3-amino-6-(2-hydroxyphenyl)pyridazin-4-yl)piperazin-1-yl)methyl)piperidin-1-yl)-2-(2,4-dioxotetrahydropyrimidine-1(2H)-yl)isoindoline-1,3-dione NC=1N=NC(=CC1N1CCN(CC1)CC1CCN(CC1)C1=C2C(N(C(C2=CC=C1)=O)N1C(NC(CC1)=O)=O)=O)C1=C(C=CC=C1)O